N-[(2-amino-3-fluoroquinolin-7-yl)methyl]-N-(1,1-dioxo-2,3-dihydro-1λ6-benzothiophen-7-yl)propanamide NC1=NC2=CC(=CC=C2C=C1F)CN(C(CC)=O)C1=CC=CC=2CCS(C21)(=O)=O